tert-Butyl 4-(3-((4-(1-ethyl-3-(pyridin-3-yl)-1H-pyrazol-4-yl)pyrimidin-2-yl)amino)phenoxy)piperidine-1-carboxylate C(C)N1N=C(C(=C1)C1=NC(=NC=C1)NC=1C=C(OC2CCN(CC2)C(=O)OC(C)(C)C)C=CC1)C=1C=NC=CC1